(2S,4S)-1-((S)-2-((3S,5S,7S)-adamantan-1-yl)-2-aminoacetyl)-4-fluoropyrrolidine-2-carbonitrile C12(CC3CC(CC(C1)C3)C2)[C@@H](C(=O)N2[C@@H](C[C@@H](C2)F)C#N)N